4-(isobutylamino)-5-methoxy-1-phenyl-7-(trifluoromethyl)quinazolin-2(1H)-one C(C(C)C)NC1=NC(N(C2=CC(=CC(=C12)OC)C(F)(F)F)C1=CC=CC=C1)=O